methyl (1s,4s,6r)-3-bromo-6-hydroxy-7-oxabicyclo[2.2.1]hept-2-ene-2-carboxylate BrC1=C([C@H]2[C@@H](C[C@@H]1O2)O)C(=O)OC